bromo-3,5-di-tert-butyl-2-(methoxymethoxy)-1,1'-biphenyl BrC1=C(C(=C(C=C1C(C)(C)C)C1=CC=CC=C1)OCOC)C(C)(C)C